5-chloro-1-(2H3)methyl-1'-(2-{4-[methyl(methylimino)oxo-λ6-sulfanyl]-3-(trifluoromethyl)phenoxy}eth-yl)-1,2-dihydrospiro[indole-3,4'-piperidin]-2-one ClC=1C=C2C(=CC1)N(C(C21CCN(CC1)CCOC1=CC(=C(C=C1)S(=O)(=NC)C)C(F)(F)F)=O)C([2H])([2H])[2H]